FC1=CC=C(C=C1)\C(\C)=N\N1C(N2[C@@H](CCCC2)C1=O)=O (S,E)-2-((1-(4-fluorophenyl)ethylidene)amino)tetrahydroimidazo[1,5-a]pyridine-1,3(2H,5H)-dione